C1(=CC=CC=C1)N1C=CC=2C(NC=CC21)=O 1-phenyl-1,5-dihydro-pyrrolo[3,2-c]Pyridin-4-one